Cl.COC1=C2C(NC(=NC2=CC(=C1)OC)C1=CC(=C(OCCOC(CC(C(=O)OCC(CO[N+](=O)[O-])O[N+](=O)[O-])N)=O)C(=C1)C)C)=O 2-amino-succinic acid 1-(2,3-dinitrooxy-propyl) ester 4-{2-[4-(5,7-dimethoxy-4-oxo-3,4-dihydro-quinazolin-2-yl)-2,6-dimethyl-phenoxy]-ethyl} ester hydrochloride